N-(4-methyl-benzyl)-4-phenoxy-benzamide CC1=CC=C(CNC(C2=CC=C(C=C2)OC2=CC=CC=C2)=O)C=C1